FC(C1=NN(C=C1)C1(CCCCC1)C(=O)[O-])F 3-difluoromethyl-1H-pyrazol-1-yl-cyclohexylcarboxylate